1-(hexahydropyridin-4-ylmethyl)-2-(2-methoxyethyl)thieno[3,2-b]imidazo[4,5-d]pyridine-4-amine N1CCC(CC1)CN1C(=NC=2C1=C1C(=NC2N)C=CS1)CCOC